COC(=O)C=1NC(=CN1)Br 5-bromo-1H-imidazole-2-carboxylic acid methyl ester